C(C)OC(C(C)(C)OC1=C(C=C(C=C1Cl)CN1N=CN(C1=O)C1=CC=C(C=C1)OC(F)(F)F)Cl)=O 2-(2,6-dichloro-4-((5-oxo-4-(4-(trifluoromethoxy)phenyl)-4,5-dihydro-1H-1,2,4-Triazol-1-yl)methyl)phenoxy)-2-methylpropionic acid ethyl ester